C(C)(=O)C1OCCC(C1)C(C)=O 1,5-diacetyl-2,2-dioxane